2-(((1-(2-hydroxyethyl)azetidin-3-yl)carbamoyl)oxy)propane-1,3-diyl distearate C(CCCCCCCCCCCCCCCCC)(=O)OCC(COC(CCCCCCCCCCCCCCCCC)=O)OC(NC1CN(C1)CCO)=O